C(C)(C)(C)OC(=O)N1CC(C2(CC1)COC1=C2C=CC(=C1CO)C(=O)O)O 1'-(tert-butoxycarbonyl)-3'-hydroxy-7-(hydroxymethyl)-2H-spiro[benzofuran-3,4'-piperidine]-6-carboxylic acid